rac-(1S*,3S*)-3-(3-chlorophenyl)-N-(6-chloropyrimidin-4-yl)-2,2-difluorocyclopropane-1-carboxamide ClC=1C=C(C=CC1)[C@H]1C([C@@H]1C(=O)NC1=NC=NC(=C1)Cl)(F)F |r|